7-bromo-3-chloro-2,6-naphthyridin-1-amine BrC1=NC=C2C=C(N=C(C2=C1)N)Cl